ClC1=NC(=CC=C1C(=O)NC1=CC(=CC=C1)S(=O)(=O)C)C 2-chloro-6-methyl-N-(3-methylsulfonylphenyl)pyridine-3-carboxamide